1,6,6-trimethylpiperidin-3-amine CN1CC(CCC1(C)C)N